BrC=1C=CC(=C(OCCCCCNC(OC(C)(C)C)=O)C1)S(=O)(=O)NC(=O)OC(C)(C)C tert-butyl N-(5-{5-bromo-2-[(tert-butoxycarbonyl)aminosulfonyl]phenoxy}pentyl)carbamate